C(C)O[Si](C)(C)OCC Diethoxydimethylsilan